CN(C(=O)[C@H]1N(C(NC1)=O)C1=NC(=CC(=C1)C(F)(F)F)C)C1=CC=C2C(=N1)NC=C2 (S)-N-methyl-3-(6-methyl-4-(trifluoromethyl)pyridin-2-yl)-2-oxo-N-(1H-pyrrolo[2,3-b]pyridin-6-yl)imidazolidine-4-carboxamide